OC1[C@H](O)[C@@H]2[C@H](O1)[C@H](O)C(=O)O2 (+)-Glucofuranurono-6,3-lactone